Cl.Cl.N[C@H](CC1=CC2=NC(=CC(=C2S1)NCC=1OC=CC1)Cl)C 2-[(2S)-2-aminopropyl]-5-chloro-N-[(furan-2-yl)methyl]thieno[3,2-b]pyridin-7-amine dihydrochloride